N,N'-diphenyl-ethylenediamine C1(=CC=CC=C1)NCCNC1=CC=CC=C1